[6-(3-cyclopropyl-1,2,4-triazol-1-yl)-2-azaspiro[3.3]heptan-2-yl]-[3-[6-(trifluoromethyl)pyridazin-3-yl]oxyazetidin-1-yl]methanone C1(CC1)C1=NN(C=N1)C1CC2(CN(C2)C(=O)N2CC(C2)OC=2N=NC(=CC2)C(F)(F)F)C1